5-(2-(3',4'-dichloro-[1,1'-biphenyl]-4-yl)vinyl)-1H-1,2,3-triazole-4-carboxylic acid ClC=1C=C(C=CC1Cl)C1=CC=C(C=C1)C=CC1=C(N=NN1)C(=O)O